O=C[C@H](CC(CC)=O)NC (S)-(1,4-Dioxohex-2-yl)methylamine